[Si](C1=CC=CC=C1)(C1=CC=CC=C1)(C(C)(C)C)O[C@H]1CN(C[C@H](C1)C=O)C(=O)OC(C)(C)C |r| rac-tert-Butyl (3R,5S)-3-((tert-butyldiphenylsilyl)oxy)-5-formylpiperidine-1-carboxylate